Ethyl 4,6-dichloropyridine-3-carboxylate ClC1=C(C=NC(=C1)Cl)C(=O)OCC